C(CCC)C(C(OOCCCCC(=O)O)=O)CCCCCC 5-[(2-Butyl-1-oxooctyloxy)oxy]pentanoic acid